FC1=C(C=CC(=C1)C1=NO[C@H](C1)CN1N=NC=C1)C1=CC=C(C=C1)S(=O)(=O)C1CN(C1)C 1-({(5R)-3-[2-Fluoro-4'-(1-methylazetidine-3-sulfonyl)[1,1'-biphenyl]-4-yl]-4,5-dihydro-1,2-oxazol-5-yl}methyl)-1H-1,2,3-triazole